3-[2-(methoxymethoxy)-6-methyl-4-(trifluoromethyl)phenyl]-7-[(3R)-1-(tetrahydrofuran-3-yl)piperidin-3-yl]-6,7-dihydro-5H-pyrrolo[2,3-c]pyridazine COCOC1=C(C(=CC(=C1)C(F)(F)F)C)C1=CC2=C(N=N1)N(CC2)[C@H]2CN(CCC2)C2COCC2